C(C=C)(=O)OCCCCOC1=CC=CC=C1 4-phenoxybutyl acrylate